(5aR,6S,6aS)-3-((5-fluoro-1-(2-(trifluoromethyl)phenyl)-1H-indazol-6-yl)methoxy)-5,5a,6,6a-tetrahydrocyclopropa[4,5]cyclopenta-[1,2-c]pyridine-6-carboxylic acid FC=1C=C2C=NN(C2=CC1COC1=CC2=C(C=N1)[C@H]1[C@@H](C2)[C@@H]1C(=O)O)C1=C(C=CC=C1)C(F)(F)F